N[C@@H]1C(N2[C@H](COC1)CCC2)=O (4S,9aS)-4-amino-octahydropyrrolo[2,1-c][1,4]oxazepin-5-one